2-{2-oxa-7-azaspiro[4.4]nonan-7-yl}pyridine-4-carboxamide C1OCCC12CN(CC2)C2=NC=CC(=C2)C(=O)N